mono-methyl ether methacrylate C(C(=C)C)(=O)O.COC